1-{[6-chloro-2-({3-[2-(4-chloro-3-fluorophenoxy)acetamido]bicyclo[1.1.1]pent-1-yl}carbamoyl)-3,4-dihydro-2H-1-benzopyran-4-yl]amino}cyclopropane-1-carboxylic acid ClC=1C=CC2=C(C(CC(O2)C(NC23CC(C2)(C3)NC(COC3=CC(=C(C=C3)Cl)F)=O)=O)NC3(CC3)C(=O)O)C1